FC([C@H]1N(C(OC1)=C=O)C=1N=C2N(C(COC3=C2C=CC(=C3)N[C@H](C(=O)N)C)(C)C)C1)F (S)-2-((2-((S)-4-(difluoromethyl)-2-carbonyloxazolidin-3-yl)-5,5-dimethyl-5,6-dihydrobenzo[f]imidazo[1,2-d][1,4]oxazepin-9-yl)amino)propanamide